C(#N)C=1C=C(C=CC1C(C)(F)F)CC(=O)NC(C)C=1C=C2C(=CN1)N(N=C2)CC(F)(F)F 2-(3-cyano-4-(1,1-difluoroethyl)phenyl)-N-(1-(1-(2,2,2-trifluoroethyl)-1H-pyrazolo[3,4-c]pyridin-5-yl)ethyl)acetamide